C(C)(C)(C)OC(=O)NC1CC2(CC(C2)C(=O)OC)C1 methyl 6-((tert-butoxycarbonyl)amino)spiro[3.3]heptane-2-carboxylate